4-((7-methoxy-3-methylquinoxalin-2-yl)oxy)pyrrolidine-2-carboxylate COC1=CC=C2N=C(C(=NC2=C1)OC1CC(NC1)C(=O)[O-])C